cis-1-(5-ethyl-1,3,4-oxadiazol-2-yl)-3-methyl-N-(4-(pyrrolo[2,1-f][1,2,4]triazin-2-yl)-5-(trifluoromethyl)pyridin-2-yl)-6-azabicyclo[3.1.1]heptane-6-carboxamide C(C)C1=NN=C(O1)C12CC(CC(N1C(=O)NC1=NC=C(C(=C1)C1=NN3C(C=N1)=CC=C3)C(F)(F)F)C2)C